4-(benzylamino)-N-methyl-3-(1-methyl-1H-imidazol-4-yl)benzenesulfonamide tert-butyl-(E)-5-((2-hydroxyphenyl)diazenyl)-2-((methoxymethyl)oxy)-benzoate C(C)(C)(C)OC(C1=C(C=CC(=C1)\N=N\C1=C(C=CC=C1)O)OCOC)=O.C(C1=CC=CC=C1)NC1=C(C=C(C=C1)S(=O)(=O)NC)C=1N=CN(C1)C